(S)-tert-butyl (1-((tert-butyldiphenylsilyl)oxy)-5-hydroxypentan-2-yl)carbamate [Si](C1=CC=CC=C1)(C1=CC=CC=C1)(C(C)(C)C)OC[C@H](CCCO)NC(OC(C)(C)C)=O